(S)-3-(((S)-3-butyl-3-ethyl-7-(methylsulfanyl)-1,1-dioxo-5-phenyl-2,3,4,5-tetrahydro-1,5-benzothiazepin-8-yl)oxy)-2-hydroxy-2-methylpropanoic acid C(CCC)[C@@]1(CS(C2=C(N(C1)C1=CC=CC=C1)C=C(C(=C2)OC[C@](C(=O)O)(C)O)SC)(=O)=O)CC